FC1=CC=C(C=C1)[C@@H](CO)NCCC(=O)N1CC2CCC(C1)N2C2=C(C#N)C=CC=N2 (3-(3-(((S)-1-(4-fluorophenyl)-2-hydroxyethyl)amino)propanoyl)-3,8-diazabicyclo[3.2.1]octan-8-yl)nicotinonitrile